phenyl-nickel chloride C1(=CC=CC=C1)[Ni]Cl